C(#N)C1=C(C=CC=C1)N1CCC(CC1)[C@H](CO)NC(=O)NC=1N=C(SC1)C#C (R)-1-(1-(1-(2-cyanophenyl)piperidin-4-yl)-2-hydroxyethyl)-3-(2-ethynyl-thiazol-4-yl)-urea